Ethyl 5'-bromo-6'-chloro-4-hydroxy-6-oxo-1,2,3,6-tetrahydro-[2,3'-bipyridine]-5-carboxylate BrC=1C=C(C=NC1Cl)C1NC(C(=C(C1)O)C(=O)OCC)=O